S1N=NC(=C1)C1=CC=CC=C1C(=O)N thiadiazolebenzamide